FC1(C2CC(CC1CC2)N2C(C(=CC=C2)NC(C2=C(C=C(C=C2)NS(=O)(=O)CCO)N2CCC1(CC1)CC2)=O)=O)F N-(1-(8,8-difluorobicyclo[3.2.1]octan-3-yl)-2-oxo-1,2-dihydropyridin-3-yl)-4-((2-hydroxyethyl)sulfonamido)-2-(6-azaspiro[2.5]octan-6-yl)benzamide